(2-Hydroxyethyl)trimethylammonium OCC[N+](C)(C)C